C(C)(C)(C)OC(=O)N1CCC(CC1)C1=CC(=C(C=C1)Cl)C(F)(F)F.ClC1=NC(=C2N=C(N(C2=N1)C1=CC=C(C=C1)Cl)C1=C(C=CC=C1)Cl)N1CCC(CC1)(C(=O)N)NCC 1-(2-chloro-8-(2-chlorophenyl)-9-(4-chlorophenyl)-9H-purin-6-yl)-4-(ethylamino)piperidine-4-carboxamide tert-butyl-4-(4-chloro-3-(trifluoromethyl)phenyl)piperidine-1-carboxylate